tert-butyl (1-(4-bromo-2-fluoropyridin-3-yl)propan-2-yl)carbamate BrC1=C(C(=NC=C1)F)CC(C)NC(OC(C)(C)C)=O